C(#N)C1=C(N=C2N(C1=O)C=C(C=C2[C@@H](C)NC2=C(C(=O)O)C=CC=C2)C)N2CCC(CC2)C (R)-2-((1-(3-cyano-7-methyl-2-(4-methylpiperidin-1-yl)-4-oxo-4H-pyrido[1,2-a]pyrimidin-9-yl)ethyl)amino)benzoic acid